ClC1=CC=C(C(=N1)S(=O)(=O)N)O[C@H](C)C=1C=C(C=C2C(C(=C(OC12)C=1C=NN(C1C#N)C)C)=O)C 6-Chloro-3-[(1R)-1-[2-(5-cyano-1-methyl-pyrazol-4-yl)-3,6-dimethyl-4-oxo-chromen-8-yl]ethoxy]pyridine-2-sulfonamide